CNC(=O)C=1N(C(=CN1)[N+](=O)[O-])C N,1-dimethyl-5-nitro-1H-imidazole-2-carboxamide